ClC=1C=C(C=CC1)C=1C=C2C(=CNC2=CC1)NC(=O)NC1=CC=C(C=C1)C(F)(F)F 1-(5-(3-chlorophenyl)-1H-indol-3-yl)-3-(4-(trifluoromethyl)phenyl)urea